[Si](C1=CC=CC=C1)(C1=CC=CC=C1)(C(C)(C)C)OCC1=C(C=C(C=C1)[N+](=O)[O-])C/N=C/C#C (E)-N-[[2-[[tert-butyl(diphenyl)silyl]oxymethyl]-5-nitro-phenyl]methyl]prop-2-yn-1-imine